N1CCC(CC1)C1=CC=2C(=NC=CN2)N(C1=O)C1C=2C=CC=NC2CCC1 7-(piperidin-4-yl)-5-(5,6,7,8-tetrahydroquinolin-5-yl)pyrido[2,3-b]pyrazin-6(5H)-one